2-((2R,5S)-5-methyl-2-(4-((1-methylpiperidin-4-yl)oxy)phenyl)piperidin-1-yl)-2-oxoacetamide C[C@H]1CC[C@@H](N(C1)C(C(=O)N)=O)C1=CC=C(C=C1)OC1CCN(CC1)C